CN1C=CC2=C(C=CC(=C12)C)N1C(NC(CC1)=O)=O 1-(1,7-dimethyl-1H-indol-4-yl)dihydropyrimidine-2,4(1H,3H)-dione